N6-(2-Aminoethyl)-1-methyl-N4-[4-(trifluoromethyl)phenyl]pyrazolo[3,4-d]pyrimidine-4,6-diamine NCCNC1=NC(=C2C(=N1)N(N=C2)C)NC2=CC=C(C=C2)C(F)(F)F